7-allyltheophylline C(C=C)N1C=NC=2N(C(N(C)C(C12)=O)=O)C